N-(7-chloro-6-(1-(3,4,4-trimethyltetrahydrofuran-3-yl)piperidin-4-yl)isoquinolin-3-yl)-6-oxaspiro[2.5]octane-1-carboxamide ClC1=C(C=C2C=C(N=CC2=C1)NC(=O)C1CC12CCOCC2)C2CCN(CC2)C2(COCC2(C)C)C